2-[[6-[[5-chloro-2-[4-[[2-(2,6-dioxo-3-piperidyl)-1-oxo-isoindolin-5-yl]methoxy]-1-piperidyl]pyrimidin-4-yl]amino]-1-methyl-2-oxo-3-quinolyl]oxy]-N-methyl-acetamide ClC=1C(=NC(=NC1)N1CCC(CC1)OCC=1C=C2CN(C(C2=CC1)=O)C1C(NC(CC1)=O)=O)NC=1C=C2C=C(C(N(C2=CC1)C)=O)OCC(=O)NC